4-amino-7-fluoro-N,1-dimethyl-N-((1R)-1-(6-(trifluoromethyl)-3-pyridazinyl)ethyl)-1H-pyrazolo[4,3-c]quinoline-8-carboxamide NC1=NC=2C=C(C(=CC2C2=C1C=NN2C)C(=O)N([C@H](C)C=2N=NC(=CC2)C(F)(F)F)C)F